COC=1C=CC2=C(N(N=N2)CC=O)C1 2-(6-methoxy-1H-benzo[d][1,2,3]triazol-1-yl)ethan-1-one